O=C1COCC(N1CCC=1C=C(C(=O)N2CC(C(=CC2)C2=C3C(=NC(=C2)NC(=O)C2CC2)NC=C3)C)C=CC1)=O N-(4-(1-(3-(2-(3,5-dioxomorpholino)ethyl)benzoyl)-3-methyl-1,2,3,6-tetrahydropyridin-4-yl)-1H-pyrrolo[2,3-b]pyridin-6-yl)cyclopropylcarboxamide